O=C1N(CC2=C3C(=CC=C12)C1(CCN(CC1)CC=1C=NN(C1)S(=O)(=O)C1=CC=CC=C1)CO3)C3C(NC(CC3)=O)=O 3-(6-oxo-1'-((1-(phenylsulfonyl)-1H-pyrazol-4-yl)methyl)-6,8-dihydro-2H,7H-spiro[furo[2,3-e]isoindole-3,4'-piperidin]-7-yl)piperidine-2,6-dione